C(C)(C)(C)OC(=O)N(CCCN(CC(CCCCCC(=O)OCC1=CC=CC=C1)O[Si](C)(C)C(C)(C)C)CC(CCCCCC(=O)OCC1=CC=CC=C1)O[Si](C)(C)C(C)(C)C)C dibenzyl 8,8'-((3-((tert-butoxycarbonyl)(methyl)amino)propyl)azanediyl)bis(7-((tert-butyldimethylsilyl)oxy) octanoate)